2-(7,8-dihydroxy-2-oxo-2H-chromen-4-yl)acetic acid OC1=CC=C2C(=CC(OC2=C1O)=O)CC(=O)O